[Co](O)O.[Sn].Cl[Si](CCCC1=C(C(=C(C(=C1F)F)F)F)F)(Cl)Cl trichloro[3-(pentafluorophenyl)propyl]silane tin-cobalt hydroxide